CC(C(O)(O)O)(CC)O 2-methylbutanetetraol